NC1=CC(C(NC1=NC=1C(=NN2C1C=CC(=C2C)C)OCCN2CCCCC2)=NC=2C(=NN1C2C=CC(=C1C)C)OCCN1CCCCC1)=N N,N'-(5-amino-3-iminopyridine-2,6(1H,3H)-diylidene)bis{6,7-dimethyl-2-[2-(piperidin-1-yl)ethoxy]pyrazolo[1,5-a]pyridin-3-amine}